3-ethylpyridine 1-oxide C(C)C=1C=[N+](C=CC1)[O-]